N1CCC12CN(C2)C=2C=CC=1N=CN=C(C1N2)NC2=CC=C(C=C2)OC2=CC=1N(C=C2)N=CN1 6-(1,6-Diazaspiro[3.3]heptan-6-yl)-N-[4-([1,2,4]triazolo[1,5-a]pyridin-7-yloxy)phenyl]pyrido[3,2-d]pyrimidin-4-amine